ClC=1C(=CC(=C(C1)C(CC(=O)OCC)=O)F)F ethyl 3-(5-chloro-2,4-difluorophenyl)-3-oxopropionate